Ethyl (E)-(3-(benzo[d][1,3]dioxol-5-yl)acryloyl)-L-valinate O1COC2=C1C=CC(=C2)/C=C/C(=O)N[C@@H](C(C)C)C(=O)OCC